COC1=CC=CC(=N1)N1N=NC(=C1)C=1C=C2CN(C(C2=CC1)=O)C1C(NC(CC1)=O)=O 3-{5-[1-(6-methoxypyridin-2-yl)-1,2,3-triazol-4-yl]-1-oxo-3H-isoindol-2-yl}piperidine-2,6-dione